BrC=1C=CC(=C(C1)C1=NC2=C(N1)C=CC(=C2)F)C(F)(F)F 2-(5-bromo-2-(trifluoromethyl)phenyl)-5-fluoro-1H-benzo[d]imidazole